ClC1=NC2=CC=CC=C2C(=N1)N1CC(CC1)NC(OC(C)(C)C)=O tert-butyl (1-(2-chloroquinazolin-4-yl)pyrrolidin-3-yl)carbamate